4-[3-[6-[3-(6-methyl-2-pyridyl)-1H-pyrazol-4-yl]-1,5-naphthyridin-4-yl]propyl]morpholine CC1=CC=CC(=N1)C1=NNC=C1C=1N=C2C(=CC=NC2=CC1)CCCN1CCOCC1